1-methyl-2-oxoimidazole-4-carboxylate CN1C(NC(=C1)C(=O)[O-])=O